CN1N=C2C(=CC(=CC2=C1)C(=O)NC1=C(C=C(C=C1)N(C1CCN(CC1)C(=O)OC(C)(C)C)C)C(=O)OC)C tert-butyl 4-((4-(2,7-dimethyl-2H-indazole-5-carboxamido)-3-(methoxycarbonyl)phenyl)(methyl)amino)piperidine-1-carboxylate